chinolin-2(1H)-on N1C(C=CC2=CC=CC=C12)=O